O=C1N(CCC(N1)=O)C=1C2=C(SC1)C=CC(=C2)C#CCNC(OC(C)(C)C)=O tert-butyl (3-(3-(2,4-dioxotetrahydropyrimidin-1(2H)-yl)benzo[b]thiophen-5-yl)prop-2-yn-1-yl)carbamate